FC1=C(C=CC(=C1)F)[C@H](C)NC(C(=C)N1C(NC2=CC=CC(=C2C1=O)O)=O)=O (2R*)-N-[(1S)-1-(2,4-difluorophenyl)ethyl]-2-(5-hydroxy-2,4-dioxo-1H-quinazolin-3-yl)propenamide